BrC=1C=C(C(N(C1CNC)C1=CC=C(C=C1)F)=O)C(=O)OCC ethyl 5-bromo-1-(4-fluorophenyl)-6-((methylamino) methyl)-2-oxo-1,2-dihydropyridine-3-carboxylate